N-phenyl-N'-propan-2-ylcyclopropane-1,1-dicarboxamide C1(=CC=CC=C1)NC(=O)C1(CC1)C(=O)NC(C)C